C1(=CC(C(C)C)=CC=C1C)OC(=O)C1CCCC1.ClC=1C=C(C=CC1)CCNC(=O)C=1N=C(SC1)C#C N-(3-chlorophenyl-ethyl)-2-ethynyl-thiazole-4-carboxamide Carvacryl-cyclopentanecarboxylate